tert-butyl (2R,4S)-2-(methylcarbamoyl)-4-pyrazol-1-ylpyrrolidine-1-carboxylate CNC(=O)[C@@H]1N(C[C@H](C1)N1N=CC=C1)C(=O)OC(C)(C)C